tert-butyl (2R,3S,4S)-4-[(tert-butoxycarbonyl)oxy]-2-[(4-methoxyphenyl)methyl]-3-{[(5-methyl-1H-pyrazol-3-yl)carbamoyl] oxy}pyrrolidine-1-carboxylate C(C)(C)(C)OC(=O)O[C@@H]1[C@H]([C@H](N(C1)C(=O)OC(C)(C)C)CC1=CC=C(C=C1)OC)OC(NC1=NNC(=C1)C)=O